benzyl 3-[5-[(3R)-3-(tert-butoxycarbonylamino)-5-[[4-(cyclopentoxy)phenyl]methyl]-4-oxo-2,3-dihydro-1,5-benzothiazepin-7-yl]-1,3,4-oxadiazol-2-yl]pyrrolidine-1-carboxylate C(C)(C)(C)OC(=O)N[C@H]1CSC2=C(N(C1=O)CC1=CC=C(C=C1)OC1CCCC1)C=C(C=C2)C2=NN=C(O2)C2CN(CC2)C(=O)OCC2=CC=CC=C2